4,6-dimethoxy-N-(1'-(methylsulfonyl)-7-(trifluoromethyl)spiro[chromeno[4,3-d]thiazole-4,4'-piperidin]-2-yl)pyrimidine-5-carboxamide COC1=NC=NC(=C1C(=O)NC=1SC2=C(N1)C=1C=CC(=CC1OC21CCN(CC1)S(=O)(=O)C)C(F)(F)F)OC